bromo-1-(pyrrolidin-1-ylmethyl)-3-(trifluoromethyl)-1H-pyrazole BrC=1C(=NN(C1)CN1CCCC1)C(F)(F)F